4-(6,7,8,9,10,11-hexahydro-5H-cycloocta[b]indole-2-sulfonamido)benzoic acid C1=C2C3=C(NC2=CC=C1S(=O)(=O)NC1=CC=C(C(=O)O)C=C1)CCCCCC3